2-((dimethylamino)methyl)-N-(3-methoxybenzyl)-N-(4-(4-methylpiperazin-1-yl)benzyl)pyridin-4-amine CN(C)CC1=NC=CC(=C1)N(CC1=CC=C(C=C1)N1CCN(CC1)C)CC1=CC(=CC=C1)OC